COC1=CC=C(C=C1)C(C(CCC[C@H](N)C(=O)O)N)(C1=CC=CC=C1)C1=CC=CC=C1 6-((4-methoxyphenyl)diphenylmethyl)-L-lysine